N'-acetyl-2-(1-(1-((1s,4s)-4-isopropylcyclohexyl)piperidin-4-yl)-2-oxoindolin-3-yl)acetohydrazide C(C)(=O)NNC(CC1C(N(C2=CC=CC=C12)C1CCN(CC1)C1CCC(CC1)C(C)C)=O)=O